8-hydroxy-7-methoxy-3-methyl-4-phenyl-3,4-dihydro-1H-benzo[e][1,4]diazepin-2,5-dione OC=1C(=CC2=C(NC(C(N(C2=O)C2=CC=CC=C2)C)=O)C1)OC